2-methyl-3-phenyl-2,6-dihydropyrrolo[3,4-c]pyrazole-5(4H)-carbonitrile CN1N=C2C(=C1C1=CC=CC=C1)CN(C2)C#N